N1[C@H](CCC2=CC=CN=C12)CCCCCO[C@H]1CN(CC1)C(=O)OC(C)(C)C (R)-tert-butyl 3-((5-((S)-1,2,3,4-tetrahydro-1,8-naphthyridin-2-yl)pentyl)oxy)pyrrolidine-1-carboxylate